4-Chloro-2-(1,1-difluoropropyl)-6-methylpyrimidine ClC1=NC(=NC(=C1)C)C(CC)(F)F